C(CCCCCCCC=C)[Si](Cl)(Cl)CCCCCC 9-decenylhexyl-dichlorosilane